O[C@@H](C(=O)O)CCC=C (2R)-2-hydroxyhex-5-enoic acid